(1S)-(4,4-difluorocyclohexyl)(7-((4-methyl-2-oxopyrrolidin-3-yl)methyl)imidazo[1,2-b]pyridazin-2-yl)methanaminium 2,2,2-trifluoroacetate FC(C(=O)[O-])(F)F.FC1(CCC(CC1)[C@H]([NH3+])C=1N=C2N(N=CC(=C2)CC2C(NCC2C)=O)C1)F